2-(4-cyclopropyl-6-methoxypyrimidin-5-yl)-4-(1-(4-(1-isopropyl-4-(trifluoromethyl)-1H-imidazol-2-yl)phenyl)ethoxy)pyrido[2,3-d]pyrimidine C1(CC1)C1=NC=NC(=C1C=1N=C(C2=C(N1)N=CC=C2)OC(C)C2=CC=C(C=C2)C=2N(C=C(N2)C(F)(F)F)C(C)C)OC